2-(3-Cyclopropylisoxazol-5-yl)ethan-1-amine C1(CC1)C1=NOC(=C1)CCN